2-amino-3-[5-bromo-6-(3-methyl-2-butenyl)-1H-indol-3-yl]propionic acid NC(C(=O)O)CC1=CNC2=CC(=C(C=C12)Br)CC=C(C)C